ClC=1C(=NC=CC1)CN1N=C2C3=C(CCC2=C1)OC(=C3C)C(=O)OCC ethyl 2-[(3-chloropyridin-2-yl)methyl]-8-methyl-4,5-dihydro-2H-furo[2,3-g]indazole-7-carboxylate